2-(4-cyclopropyl-6-methoxypyrimidin-5-yl)-9H-pyrimido[4,5-b]indol-7-carbonitrile C1(CC1)C1=NC=NC(=C1C=1N=CC2=C(NC3=CC(=CC=C23)C#N)N1)OC